6-[3-[(2S)-2-[(tert-butoxycarbonyl)amino]-4-carbamoylbutan-amido]-2-methylphenyl]hexanoic acid C(C)(C)(C)OC(=O)N[C@H](C(=O)NC=1C(=C(C=CC1)CCCCCC(=O)O)C)CCC(N)=O